3-(5-(((4-((3-chloro-2-fluorophenyl)amino)-7-methoxyquinazolin-6-yl)oxy)methyl)-4-fluoro-1-oxoisoindolin-2-yl)piperidine-2,6-dione ClC=1C(=C(C=CC1)NC1=NC=NC2=CC(=C(C=C12)OCC=1C(=C2CN(C(C2=CC1)=O)C1C(NC(CC1)=O)=O)F)OC)F